4-methoxy-6-((5-(2-phenyl-2H-tetrazol-5-yl)thiazol-2-yl)amino)pyridin COC1=CC=NC(=C1)NC=1SC(=CN1)C=1N=NN(N1)C1=CC=CC=C1